C(C)OCC=1NC2=C(C(=NC(=C2C)C)NC(C)(CC(C)(C)C)C)N1 2-(ethoxymethyl)-6,7-dimethyl-N-(2,4,4-trimethylpentan-2-yl)-1H-imidazo[4,5-c]pyridin-4-amine